S(=O)(=O)(O)O.C(C)[Na] 1-ethyl-sodium sulfate